3-[4-[[dimethyl(oxo)-λ6-sulfanylidene]amino]-2,3-difluoro-anilino]-5-(methylamino)-6-(3-methylimidazo[4,5-c]pyridin-7-yl)pyrazine-2-carboxamide formate salt C(=O)O.CS(=O)(C)=NC1=C(C(=C(NC=2C(=NC(=C(N2)NC)C=2C3=C(C=NC2)N(C=N3)C)C(=O)N)C=C1)F)F